O=S1(CCN(CC1)C(C(CC(=O)O)N(C)C(=O)OCC1C2=CC=CC=C2C=2C=CC=CC12)=O)=O 4-(1,1-dioxo-1,4-thiazinan-4-yl)-3-[9H-fluoren-9-ylmethoxycarbonyl(methyl)amino]-4-oxo-butanoic acid